O1C(=CC=C1)C=CC1=NC(=NC(=N1)C(Cl)(Cl)Cl)C(Cl)(Cl)Cl 2-[2-(2-furanyl)vinyl]-4,6-bis(trichloromethyl)s-triazine